ClC=1C(=NC=CC1C1=NC(=C(C=C1)CNCC1CCC(N1)=O)OC)C1=C(C(=CC=C1)NC1=C(C(=CC=C1)CNCCCF)F)Cl 5-((((3'-chloro-2'-(2-chloro-3-((2-fluoro-3-(((3-fluoropropyl)amino)methyl)phenyl)amino)phenyl)-6-methoxy-[2,4'-bipyridin]-5-yl)methyl)amino)methyl)pyrrolidin-2-one